{4-[2-(bis-carboxymethylamino)-ethyl]-7-carboxymethyl-[1,4,7]-triazonan-1-yl}-acetic acid C(=O)(O)CN(CCN1CCN(CCN(CC1)CC(=O)O)CC(=O)O)CC(=O)O